2-{5-[2,5-Difluoro-4-(1H-pyrazol-4-yl)phenyl][1,3]thiazolo[5,4-d][1,3]thiazol-2-yl}-2,7-diazaspiro[3.5]nonan FC1=C(C=C(C(=C1)C=1C=NNC1)F)C=1SC2=C(N1)SC(=N2)N2CC1(C2)CCNCC1